N-({4-[5-(trifluoromethyl)pyridine-3-sulfonyl]phenyl}methyl)imidazo[1,2-a]pyridine-6-carboxamide FC(C=1C=C(C=NC1)S(=O)(=O)C1=CC=C(C=C1)CNC(=O)C=1C=CC=2N(C1)C=CN2)(F)F